C1[C@@H](NC2=C(N1)N=C(NC2=O)N)CN(C=O)C3=CC=C(C=C3)C(=O)N[C@@H](CCC(=O)N[C@@H](CCC(=O)N[C@@H](CCC(=O)O)C(=O)O)C(=O)O)C(=O)O The molecule is a macromolecule consisting of 10-formyltetrahydrofolic acid with an arbitrary number of glutamate residues attached as a polypeptide to the single existent one. It derives from a 10-formyltetrahydrofolic acid.